OC1=CC(=C(C(=O)O)C=C1O)C(F)(F)F 4,5-dihydroxy-2-(trifluoromethyl)benzoic acid